4-(4,5-dichloro-2-[[2-(trimethylsilyl)ethoxy]methoxy]phenyl)pyridine-3-carboxamide ClC1=CC(=C(C=C1Cl)C1=C(C=NC=C1)C(=O)N)OCOCC[Si](C)(C)C